N-((R)-1-(3-(1-(2-methoxyethyl)-1H-pyrazol-3-yl)-5-(1-methyl-1H-pyrazol-4-yl)phenyl)ethyl)-2-methyl-5-(((S)-1-methylazetidin-2-yl)methoxy)benzamide COCCN1N=C(C=C1)C=1C=C(C=C(C1)C=1C=NN(C1)C)[C@@H](C)NC(C1=C(C=CC(=C1)OC[C@H]1N(CC1)C)C)=O